3-(2,6-dimethylphenyl)-6-[(2-hydroxy-6-oxocyclohex-1-en-1-yl)carbonyl]-1-methyl-quinazoline-2,4(1h,3h)-dione CC1=C(C(=CC=C1)C)N1C(N(C2=CC=C(C=C2C1=O)C(=O)C1=C(CCCC1=O)O)C)=O